Cl.C1(=CC=CC=C1)C1=NOC(=N1)[C@H](C)N (S)-1-(3-phenyl-1,2,4-oxadiazol-5-yl)ethan-1-amine hydrochloride